COCCNC=1C2=C(N=C(N1)C1=NC=CC=C1)SC=C2C2=CC=CC=C2 N-(2-methoxyethyl)-5-phenyl-2-(pyridin-2-yl)thieno[2,3-d]pyrimidin-4-amine